N(=[N+]=[N-])CC1(C(N(C2=NC=CC=C2C1=O)C)=O)C (azidomethyl)-1,3-dimethyl-1,8-naphthyridine-2,4(1h,3h)-dione